glutamylphthalide N[C@@H](CCC(=O)O)C(=O)C1OC(=O)C2=CC=CC=C12